C(CCCC1=C(C=C(C(=C1)C(C)(C)C)O)C)C1=C(C=C(C(=C1)C(C)(C)C)O)C 4,4'-butylene-bis(6-tert-butyl-3-methylphenol)